aluminium mono-citrate C(CC(O)(C(=O)[O-])CC(=O)[O-])(=O)[O-].[Al+3]